3-(2-bromo-4-nitroimidazol-1-yl)propan-2-ol BrC=1N(C=C(N1)[N+](=O)[O-])CC(C)O